NC=1C(=C(C(=CC1C(=O)O)Cl)C1=C(C=C(C(=C1)Cl)F)F)I 3-Amino-5',6-dichloro-2',4'-difluoro-2-iodo-[1,1'-biphenyl]-4-carboxylic acid